ClC=1C=C(/C=C/C=2C=CC(=C(CNCCC(=O)OC)C2)O)C=CC1Cl Methyl (E)-3-((5-(3,4-dichlorostyryl)-2-hydroxybenzyl)amino)propanoate